Pentanoic acid, ethyl ester C(CCCC)(=O)OCC